tert-Butyl 3-(4-(4-(benzyloxy)phenyl)-3-methyl-2-oxoimidazolidin-1-yl)-2,6-dioxopiperidine-1-carboxylate C(C1=CC=CC=C1)OC1=CC=C(C=C1)C1N(C(N(C1)C1C(N(C(CC1)=O)C(=O)OC(C)(C)C)=O)=O)C